S1C(=NC2=C1C=CC=C2)NC(=O)C=2C=CC=C1CCN(CC21)C2=CC=C(C(=N2)C(=O)OC(C)(C)C)C=2C=NN(C2C)CC21CC3(CC(CC(C2)C3)C1)S(=O)(=O)C tert-butyl 6-(8-(benzo[d]thiazol-2-ylcarbamoyl)-3,4-dihydroisoquinolin-2(1H)-yl)-3-(5-methyl-1-{[3-(methylsulfonyl)tricyclo[3.3.1.13,7]dec-1-yl]methyl}-1H-pyrazol-4-yl)picolinate